2-Amino-6-((3-bromoisoxazol-5-yl)methyl)-7-oxo-6-phenyl-4,5,6,7-tetrahydrobenzo[b]thiophene-3-carboxylic acid NC1=C(C2=C(S1)C(C(CC2)(C2=CC=CC=C2)CC2=CC(=NO2)Br)=O)C(=O)O